CC1=C(C=C(OC[C@H]2N(CC2)C(=O)OC(C)(C)C)C=C1)C(NC1(CC1)C1=C2C=CC=NC2=CC(=C1)OCC(F)(F)F)=O tert-Butyl (S)-2-((4-Methyl-3-((1-(7-(2,2,2-trifluoroethoxy)quinolin-5-yl)cyclopropyl)carbamoyl)phenoxy)methyl)azetidine-1-carboxylate